ISO-NONANOL C(CCCCCC(C)C)O